BrC=1C=C(C(=C(NC)C1)[N+](=O)[O-])Cl 5-bromo-3-chloro-N-methyl-2-nitroaniline